COO[C@H]1[C@@H](O[C@@H]([C@H]1O)CO)N1C=NC=2C(=O)NC(NC(C)=O)=NC12 2'-O-methoxy-N-acetyl-guanosine